Dipentylamine C(CCCC)NCCCCC